O=C1NC(C=C1)=O 2,5-Dihydro-2,5-dioxo-1H-pyrrole